ClC1=CC=CC=2C=3N(C(=NC12)NCC1=C(C=C(C=C1)OC)OC)N=C(N3)[C@H]3CN(CCC3)C(=O)OC(C)(C)C |r| (±)-tert-butyl 3-(7-chloro-5-((2,4-dimethoxybenzyl)amino)-[1,2,4]triazolo[1,5-c]quinazolin-2-yl)piperidine-1-carboxylate